(S)-2-(3-Chlorobenzofuran-2-carboxamido)-N6-ethyl-N1-(1-(2-(2-adamantylamino)-2-oxoethyl)-2-oxo-1,2-dihydropyridin-3-yl)-5-oxohexandiamid ClC1=C(OC2=C1C=CC=C2)C(=O)N[C@H](C(=O)NC=2C(N(C=CC2)CC(=O)NC2C1CC3CC(CC2C3)C1)=O)CCC(C(=O)NCC)=O